COC(=O)C=1C=NC(=C(C1)F)C1=CCC(CC1)(F)F 6-(4,4-Difluorocyclohex-1-en-1-yl)-5-fluoropyridine-3-carboxylic acid methyl ester